2-(4-fluorophenyl)-4-(1-methyl-1H-pyrazol-3-yl)-5-(5-methylpyrrolidin-3-yl)pyridine HCl salt Cl.FC1=CC=C(C=C1)C1=NC=C(C(=C1)C1=NN(C=C1)C)C1CNC(C1)C